C(C1=CC=CC=C1)NC=1C2=C(N=C(N1)N1C(=CC=3C(=CC=CC13)C(=O)N)C)CCOC2 4-(benzylamino)-7,8-dihydro-5H-pyrano[4,3-d]pyrimidin-2-yl-2-methyl-1H-indole-4-carboxamide